NC1=CC=C(CNC(=O)C2=NN(C3=CC=C(C=C23)C2=NC=C(C=C2)C(N(C)C)=O)C)C=C1 N-(4-aminobenzyl)-5-(5-(dimethylcarbamoyl)pyridin-2-yl)-1-methyl-1H-indazole-3-carboxamide